NC1=C(C=C(C(=C1)F)C=C)CO (2-amino-4-fluoro-5-vinylphenyl)methanol